C[C@@H]1CC(=O)C=C2[C@]1(C[C@@H](CC2)C(=C)C)C The molecule is a sesquiterpenoid that is 4,4a,5,6,7,8-hexahydronaphthalen-2(3H)-one which is substituted by methyl groups at positions 4 and 4a, and by an isopropenyl group at position 6 (the 4R,4aS,6R stereoisomer). It has a role as a plant metabolite, a fragrance and an insect repellent. It is a sesquiterpenoid, an enone and a carbobicyclic compound.